N-(3-(pyridin-4-yl)benzyl)-4-(2',3',4',5'-tetrahydro-[1,1'-biphenyl]-4-yl)-1H-indazol-3-amine N1=CC=C(C=C1)C=1C=C(CNC2=NNC3=CC=CC(=C23)C2=CC=C(C=C2)C=2CCCCC2)C=CC1